C=C(CCN1CCCC1)C=CC(CCN1CCCC1)=C (3,6-dimethyleneoct-4-ene-1,8-diyl)bis(pyrrolidine)